(4,4-difluoropiperidin-1-yl)(1-(3-(1-oxo-thiazolidine-3-carbonyl)phenyl)-1H-pyrrolo[2,3-b]pyridin-5-yl)methanone FC1(CCN(CC1)C(=O)C=1C=C2C(=NC1)N(C=C2)C2=CC(=CC=C2)C(=O)N2CS(CC2)=O)F